1,4-di(4-formylphenyl)-2,5-di(4-aminophenyl)benzene C(=O)C1=CC=C(C=C1)C1=C(C=C(C(=C1)C1=CC=C(C=C1)N)C1=CC=C(C=C1)C=O)C1=CC=C(C=C1)N